L-prolyl-N-[(S*)-[(2-{[5-fluoro-4-(4-fluoro-2-methoxyphenyl)pyridin-2-yl]amino}pyridin-4-yl)methyl](methyl)oxo-lambda6-sulfanylidene]-L-valinamide N1[C@@H](CCC1)C(=O)N[C@@H](C(C)C)C(=O)N=[S@](=O)(C)CC1=CC(=NC=C1)NC1=NC=C(C(=C1)C1=C(C=C(C=C1)F)OC)F |o1:15|